S1C(=CC=C1)COCC=1C=C(C=CC1)B(O)O 3-(THIOPHEN-2-YLMETHOXYMETHYL)PHENYLBORONIC ACID